1-benzyl 4-methyl 3-oxopiperidine-1,4-dicarboxylate O=C1CN(CCC1C(=O)OC)C(=O)OCC1=CC=CC=C1